(3S,4S,5R,6R)-2-(4-chloro-3-(4-ethoxyphenyl)phenyl)-5-hydroxy-6-((pentanoyloxy)methyl)tetrahydro-2H-pyran ClC1=C(C=C(C=C1)C1O[C@@H]([C@@H](CC1)O)COC(CCCC)=O)C1=CC=C(C=C1)OCC